8-chloro-2-methyl-5-[[2-[(2S)-2-methyl-3-(6-methyl-[1,2,4]triazolo[4,3-a]pyridin-7-yl)propyl]-2-azaspiro[3.3]heptan-6-yl]methyl]phthalazin-1-one ClC=1C=CC(=C2C=NN(C(C12)=O)C)CC1CC2(CN(C2)C[C@H](CC2=CC=3N(C=C2C)C=NN3)C)C1